methyl (2R,3S,5R)-2-((((1S,3S,6R)-6-(5-fluoropyrimidin-2-yl)bicyclo[4.1.0]heptan-3-yl)oxy)methyl)-5-methyl-3-(2,2,2-trifluoroacetamido)pyrrolidine-1-carboxylate FC=1C=NC(=NC1)[C@]12CC[C@@H](C[C@@H]2C1)OC[C@@H]1N([C@@H](C[C@@H]1NC(C(F)(F)F)=O)C)C(=O)OC